COC1=NC=C(C=C1C(=O)N)NC(C(N1[C@H](CC[C@@H](C1)C)C=1C=CC2=C(N=C(S2)[C@H](CN2CCCC2)C)C1)=O)=O 2-methoxy-5-[[2-oxo-2-[(2R,5S)-5-methyl-2-[2-[(1S)-1-methyl-2-pyrrolidin-1-yl-ethyl]-1,3-benzothiazol-5-yl]-1-piperidyl]acetyl]amino]pyridine-3-carboxamide